2-Hexanal CC(CCCC)=O